tert-butyl (2R,3S,4S)-4-[(tert-butoxycarbonyl)oxy]-2-[(4-methoxyphenyl) methyl]-3-[(4,4,4-trifluorobutanoyl)oxy]pyrrolidine-1-carboxylate C(C)(C)(C)OC(=O)O[C@@H]1[C@H]([C@H](N(C1)C(=O)OC(C)(C)C)CC1=CC=C(C=C1)OC)OC(CCC(F)(F)F)=O